2-bromo-6-fluoro-N-hydroxybenzene-1-carbonimidoyl chloride BrC1=C(C(=CC=C1)F)C(=NO)Cl